(1-butylhexyl)(2-isopropylhexyl)phosphinic acid C(CCC)C(CCCCC)P(O)(=O)CC(CCCC)C(C)C